O1CC(C1)OC1=CC=C(C=N1)C(C(=O)N)=C (6-(oxetan-3-yloxy)pyridin-3-yl)acrylamide